perfluorophenyl (S)-1-azido-16-(4-(3-(2-(2-azidoethoxy)ethoxy)propanamido)butyl)-9,14,17-trioxo-3,6,21,24,27,30-hexaoxa-10,15,18-triazatritriacontan-33-oate N(=[N+]=[N-])CCOCCOCCC(NCCCC(N[C@H](C(NCCOCCOCCOCCOCCC(=O)OC1=C(C(=C(C(=C1F)F)F)F)F)=O)CCCCNC(CCOCCOCCN=[N+]=[N-])=O)=O)=O